FC=1C=NC(=NC1)NC(=O)C=1C=2N(C3=C(C1)C(CC3)C(C)C)C=NN2 N-(5-Fluoropyrimidin-2-yl)-6-isopropyl-7,8-dihydro-6H-cyclopenta[e][1,2,4]triazolo[4,3-a]pyridine-4-carboxamide